4-(5-(((5-fluoro-2,3-dihydrobenzofuran-4-yl)methyl)amino)-1-(methylsulfonyl)imidazo[1,5-c]pyrimidin-8-yl)tetrahydro-2H-thiopyran 1,1-dioxide FC=1C=CC2=C(CCO2)C1CNC1=NC=C(C=2N1C=NC2S(=O)(=O)C)C2CCS(CC2)(=O)=O